3-tert-Butoxycarbonylamino-2-oxo-2,3,4,5-tetrahydro-1,5-benzodiazepine-1-acetic acid methyl ester COC(CN1C(C(CNC2=C1C=CC=C2)NC(=O)OC(C)(C)C)=O)=O